FC(C1=CC=C(C=C1)/C=C/C(=O)NCC(=O)N1CC2=C(CC1)N=C(S2)CCC(=O)OC)(F)F methyl 3-[5-[2-[[(E)-3-[4-(trifluoromethyl)phenyl]prop-2-enoyl]amino]acetyl]-6,7-dihydro-4H-thiazolo[5,4-c]pyridin-2-yl]propanoate